3-methylhexa-2,4-dienedioic acid CC(=CC(=O)O)C=CC(=O)O